N[C@@H](CS)C(=O)S(=O)O L-cysteinyl-sulfinic acid